COC=1C=C2C(=CN1)O[C@]1(CN([C@H](C1)C)CC1=CN=C(S1)NC(C)=O)C2 N-(5-(((2R,5'S)-5-Methoxy-5'-methyl-3H-spiro[furo[2,3-c]pyridine-2,3'-pyrrolidin]-1'-yl)methyl)thiazol-2-yl)acetamide